CC1=CC2=COCC2=C1 2-Methyl-5-oxapentalen